2-cyclopropyl-N-[(1S)-1-(dicyclopropylmethyl)-2-[4-(3,5-dimethyl-1H-pyrazol-4-yl)anilino]-2-oxo-ethyl]pyrazole-3-carboxamide C1(CC1)N1N=CC=C1C(=O)N[C@H](C(=O)NC1=CC=C(C=C1)C=1C(=NNC1C)C)C(C1CC1)C1CC1